1,1-Bis(4-hydroxyphenyl)ethan OC1=CC=C(C=C1)C(C)C1=CC=C(C=C1)O